(R)-N-(2-methoxy-5-(4-(trifluoromethyl)phenoxy)phenyl)-1-(1-(4-methoxybenzyl)-1H-pyrazol-4-yl)-5-oxopyrrolidine-2-carboxamide COC1=C(C=C(C=C1)OC1=CC=C(C=C1)C(F)(F)F)NC(=O)[C@@H]1N(C(CC1)=O)C=1C=NN(C1)CC1=CC=C(C=C1)OC